bis(beta-hydroxyethyl)-gamma-aminopropyltriethoxysilane OCCC(C)(O[Si](OCC)(OCC)CCCN)CCO